C1(CC1)[C@@H](O)[C@H]1N2C(C3=CC=CC=C13)=CN=C2 (R)-cyclopropyl((S)-5H-imidazo[5,1-a]isoindol-5-yl)methanol